C(C)(C)(C)C1=CC=C(C=C1)N(C1CCC(CC1)N)CC(F)(F)F N-(4-(tert-butyl)phenyl)-N-(2,2,2-trifluoroethyl)cyclohexane-1,4-diamine